acryloxytridecane-1,1-dicarboxylic acid C(C=C)(=O)OC(CCCCCCCCCCCC)(C(=O)O)C(=O)O